ClC=1N=C(C2=C(N1)CC[S@]2=O)NCCC2=CC(NC=C2)=O (R)-4-(2-((2-chloro-5-oxido-6,7-dihydrothieno[3,2-d]pyrimidin-4-yl)amino)ethyl)pyridin-2(1H)-one